C(#N)CC1(CN(C=CC=C1)S(=O)(=O)CC(F)(F)F)N1N=C(C(=C1)C=1C2=C(N=CN1)N(C=C2)COCC[Si](C)(C)C)C(=O)N 1-(3-(cyanomethyl)-1-((2,2,2-trifluoroethyl)sulfonyl)azepin-3-yl)-4-(7-((2-(trimethylsilyl)ethoxy)methyl)-7H-pyrrolo[2,3-d]pyrimidin-4-yl)-1H-pyrazole-3-carboxamide